2-(4-fluorophenyl)-4-(pyridin-3-yl)phthalazin-1(2H)-one FC1=CC=C(C=C1)N1C(C2=CC=CC=C2C(=N1)C=1C=NC=CC1)=O